FC(OC1=CC=C(C=C1)C1=CC=C(S1)/C=C/C(C)=O)(F)F (E)-4-(5-(4-(trifluoromethoxy)phenyl)thiophen-2-yl)but-3-en-2-one